phenol, 2-ethylhexanoic acid salt C(C)C(C(=O)O)CCCC.C1(=CC=CC=C1)O